ClC1=C(C=CC(=C1)O)C1=CC=C(C=C1)C1=N[C@H](C=2N(C3=C1C(=C(S3)C)C)C(=NN2)C)CC(=O)OC methyl [(6S)-4-(2'-chloro-4'-hydroxy[1,1'-biphenyl]-4-yl)-2,3,9-trimethyl-6H-thieno[3,2-f][1,2,4]triazolo[4,3-a][1,4]diazepin-6-yl]acetate